F[C@H]1C[C@H](N2N=C(N=C21)S(=O)(=O)CCC)C2=CC=CC=C2 (5S,7S)-7-fluoro-5-phenyl-2-propylsulfonyl-6,7-dihydro-5H-pyrrolo[1,2-b][1,2,4]triazole